FC(C1CCC(CC1)C=O)(F)F (1r,4r)-4-(trifluoromethyl)cyclohexane-1-carbaldehyde